(3-bromo-6-chloropyridin-2-yl)cyclopropane-1-carbaldehyde BrC=1C(=NC(=CC1)Cl)C1(CC1)C=O